FC=1C(=CC2=CN(N=C2C1)CCO)NC(OC(C)(C)C)=O Tert-butyl N-[6-fluoro-2-(2-hydroxyethyl)indazol-5-yl]carbamate